S1C=NC2=C1C(=CC=C2)S(=O)(=O)CCC(=O)N2C(CN([C@@H](C2)C)C2=NC=C(C=C2C)F)C 3-(1,3-benzothiazole-7-sulfonyl)-1-[(5R)-4-(5-fluoro-3-methylpyridin-2-yl)-2,5-dimethylpiperazin-1-yl]propan-1-one